NC=1SC2=C(C1C1CCN3CCCCC3CC1)C=CC=C2 amino-3-(1-azabicyclo[5.4.0]undecan-4-yl)-benzothiophene